COC(N(C(C)C)C(C)C)OC N,N-diisopropylformamide dimethyl acetal